N1=C(C=CC=C1)C(\C=C\N(C)C)=O (E)-1-pyridyl-3-dimethylamino-2-propen-1-one